CC(CO)(CO)O 2-Methyl-propane-1,2,3-triol